F[C@@H]1CN(CC[C@@H]1NC1=NC=C(C(=N1)C=1C=NN(C1)CC(C)(O)C)C(F)(F)F)S(=O)(=O)CCCN1CCCC1 1-(4-(2-(((3R,4S)-3-Fluoro-1-((3-(pyrrolidin-1-yl)propyl)sulfonyl)piperidin-4-yl)amino)-5-(trifluoromethyl)pyrimidin-4-yl)-1H-pyrazol-1-yl)-2-methylpropan-2-ol